CC1N(CCOC1)C1=NN2C(C(=N1)C1=CC=NN1C)=C(N=C2C2=CC=NN2)C 3-methyl-4-(5-methyl-4-(1-methyl-1H-pyrazol-5-yl)-7-(1H-pyrazol-5-yl)imidazo[5,1-f][1,2,4]triazin-2-yl)morpholine